(R)-2-amino-3-(3-(4-(difluoromethyl)-1-propyl-1H-pyrazol-5-yl)-5-fluorobenzamido)propanoic acid N[C@@H](C(=O)O)CNC(C1=CC(=CC(=C1)F)C1=C(C=NN1CCC)C(F)F)=O